7-Ethoxy-3,11-diethyl-6,8-dioxa-3,4,5,9,10,11-hexaazatridec-4,9-dien 4,10-dioxide C(C)OC(ON=[N+](N(CC)CC)[O-])ON=[N+](N(CC)CC)[O-]